(S)-4-(1-(1-((4'-fluoro-[1,1'-biphenyl]-4-yl)methyl)-5-(4-fluorophenyl)-1H-indole-7-carboxamido)ethyl)benzoic acid FC1=CC=C(C=C1)C1=CC=C(C=C1)CN1C=CC2=CC(=CC(=C12)C(=O)N[C@@H](C)C1=CC=C(C(=O)O)C=C1)C1=CC=C(C=C1)F